C[C@H]1CC[C@@H](N(C1)C(C(=O)N)=O)C=1C=CC2=CN(N=C2C1)C |r| 2-[rac-(2R,5S)-5-methyl-2-(2-methylindazol-6-yl)-1-piperidyl]-2-oxo-acetamide